1,3-phenylenebis-2-oxazoline C1(=CC(=CC=C1)C=1OCCN1)C=1OCCN1